2-(hydroxymethyl)-4,6-dihydro-5H-thieno[2,3-c]Pyrrole-5-carboxylic acid tert-butyl ester C(C)(C)(C)OC(=O)N1CC2=C(C1)C=C(S2)CO